C1(=CC(=CC=C1)OC=1C=C(C=CC1)C)C m-tolylether